N-(7-(1H-pyrazol-4-yl)quinazolin-4-yl)benzo[d]thiazol-5-amine N1N=CC(=C1)C1=CC=C2C(=NC=NC2=C1)NC=1C=CC2=C(N=CS2)C1